N1(C=NC2=C1C=CC=C2)C2=CC=C(C=N2)C(=O)N2CCC(CC2)(F)F (6-(1H-benzo[d]imidazol-1-yl)pyridin-3-yl)(4,4-difluoropiperidin-1-yl)methanone